4'-hydroxy-2-[4-(1,2-diphenylbut-1-enyl)phenoxy]-N-monomethyl-ethanamine OC1=CC=C(C=C1)C(=C(C1=CC=CC=C1)C1=CC=C(OCCNC)C=C1)CC